O1CCN(CC1)CC1=CC=C(C=C1)C#CC1=CC=C(C=C1)C1=CC(=NO1)CN1C(=NC=C1)C(=O)OCC Ethyl 1-((5-(4-((4-(morpholino methyl)phenyl)ethynyl)phenyl)isoxazol-3-yl)methyl)-1H-imidazol-2-carboxylate